3-chloro-5-(1-isopropyl-1H-pyrazol-4-yl)-4-methylpicolinonitrile ClC=1C(=NC=C(C1C)C=1C=NN(C1)C(C)C)C#N